(pyridin-2-yl)-tert-butylchlorophosphine N1=C(C=CC=C1)P(Cl)C(C)(C)C